2-((4-(6-((6-cyano-4-fluorobenzo[d]thiazol-2-yl)methoxy)pyridin-2-yl)piperidin-1-yl)methyl)-1-((1-ethyl-1H-imidazol-5-yl)methyl)-1H-benzo[d]imidazole-6-carboxylic acid C(#N)C1=CC2=C(N=C(S2)COC2=CC=CC(=N2)C2CCN(CC2)CC2=NC3=C(N2CC2=CN=CN2CC)C=C(C=C3)C(=O)O)C(=C1)F